(4-Chloro-6-(2-methylpyrrolidin-1-yl)picolinamido)benzoic acid ClC1=CC(=NC(=C1)N1C(CCC1)C)C(=O)NC1=C(C(=O)O)C=CC=C1